3-{4-[trans-4-Amino-3-fluoropiperidin-1-yl]-7-chloro-3-(3-chloro-5-methylphenyl)cinnolin-6-yl}-5-fluorobenzamid N[C@H]1[C@@H](CN(CC1)C1=C(N=NC2=CC(=C(C=C12)C=1C=C(C(=O)N)C=C(C1)F)Cl)C1=CC(=CC(=C1)C)Cl)F